COC1CC(C1)N1C2CN(CC1CC2)C=2C=1N(N=CC2)C=C(C1)C=1C=NN(C1)C 4-(8-((1s,3S)-3-methoxycyclobutyl)-3,8-diazabicyclo[3.2.1]octan-3-yl)-6-(1-methyl-1H-pyrazol-4-yl)pyrrolo[1,2-b]pyridazine